(1R,2S,5R)-1-amino-2-(((S)-2-amino-4-methylpentanamido)methyl)-5-(2-boronoethyl)cyclohexane-1-carboxylic acid N[C@]1([C@@H](CC[C@H](C1)CCB(O)O)CNC([C@H](CC(C)C)N)=O)C(=O)O